C1(CC1)CC(=O)O Cycloprop-ylacetic acid